CN(C(=O)C1=CC=CC=C1)C N,N-Dimethyl-benzeneamide